(3S,3'S)-1,1'-(((2,2'-dichloro-[1,1'-biphenyl]-3,3'-diyl)bis(5-methyl-4-oxo-4,5-dihydropyrazolo[1,5-a]pyrazine-2,6-diyl))bis(methylene))bis(pyrrolidine-3-carboxylic acid) ClC1=C(C=CC=C1C1=NN2C(C(N(C(=C2)CN2C[C@H](CC2)C(=O)O)C)=O)=C1)C1=C(C(=CC=C1)C1=NN2C(C(N(C(=C2)CN2C[C@H](CC2)C(=O)O)C)=O)=C1)Cl